3,5-dichloro-5-(1-trifluoromethyl-vinyl)benzene ClC1=CC=CC(C1)(C(=C)C(F)(F)F)Cl